CC(C)(CC(C)(C)C)N 2,4,4-trimethylpentane-2-amine